O=C1CC(NC(N1)C(=O)N)=O dioxodihydropyrimidinecarboxamide